3-(1-amino-1,3-dihydrospiro[indene-2,4'-piperidin]-1'-yl)-6-((2-amino-3-chloropyridin-4-yl)thio)pyrazine-2-carbonitrile NC1C2=CC=CC=C2CC12CCN(CC2)C=2C(=NC(=CN2)SC2=C(C(=NC=C2)N)Cl)C#N